6-(4-methyl-6-(1H-1,2,4-triazol-3-yl)pyridin-3-yl)-4-((tetrahydro-2H-pyran-4-yl)methyl)-3,4-dihydropyrazino[2,3-b]pyrazin-2(1H)-one CC1=C(C=NC(=C1)C1=NNC=N1)C=1N=C2C(=NC1)NC(CN2CC2CCOCC2)=O